[NH4+].C(CCCCCCC)SP(=S)(OCCCCCCCC)[O-] Dioctyldithiophosphate Ammonium Salt